CSC(C)(C)S(=O)N1C(CCCC1)C=1NC(=CN1)C1=CC=C(C=C1)C 1-((2-(Methylsulfanyl)propan-2-yl)sulfinyl)-2-(5-(p-tolyl)-1H-imidazol-2-yl)piperidine